NC=1C(=NC=CC1)N1N=CC=C1 1-(3-amino-2-pyridyl)-1H-pyrazole